FC=1C=C(C=CC1)C1=C(C=CC=C1)C=1C=C2C=NN=CC2=CC1 3-fluoro-2'-(phthalazin-6-yl)-[1,1'-biphenyl]